2-(2-methyl-2H-indazol-5-yl)-7-(piperazin-1-yl)-4H-pyrido[1,2-a]pyrimidin-4-one CN1N=C2C=CC(=CC2=C1)C=1N=C2N(C(C1)=O)C=C(C=C2)N2CCNCC2